(cis-2,6-dimethyl-4-(2-(6-(trifluoromethyl)imidazo[1,2-a]pyridin-3-yl)pyrimidin-4-yl)piperazin-1-yl)(pyridin-4-yl)methanone C[C@@H]1N([C@@H](CN(C1)C1=NC(=NC=C1)C1=CN=C2N1C=C(C=C2)C(F)(F)F)C)C(=O)C2=CC=NC=C2